4-Fluorocatechole FC=1C=C(C(O)=CC1)O